2-[(5-bromopyrrolo[2,3-b]pyridin-1-yl)methoxy]ethyl-trimethyl-silane BrC=1C=C2C(=NC1)N(C=C2)COCC[Si](C)(C)C